(3S)-1-[2-[4-[3-[1-(5-ethoxypyrimidin-2-yl)-4-piperidinyl]propoxy]-2-fluoro-phenyl]acetyl]-N-[(2S,3R,4R,5R)-2,3,4,5,6-pentahydroxyhexyl]pyrrolidine-3-carboxamide C(C)OC=1C=NC(=NC1)N1CCC(CC1)CCCOC1=CC(=C(C=C1)CC(=O)N1C[C@H](CC1)C(=O)NC[C@@H]([C@H]([C@@H]([C@@H](CO)O)O)O)O)F